2-oxopropane-1,3-diyl dipalmitate C(CCCCCCCCCCCCCCC)(=O)OCC(COC(CCCCCCCCCCCCCCC)=O)=O